[(3S,9aS)-3-(3,4-Difluorophenyl)-3,4,6,7,9,9a-hexahydro-1H-pyrazino[2,1-c][1,4]oxazin-8-yl]-[2-chloro-3-(3-fluoro-1H-pyrazol-4-yl)phenyl]methanon FC=1C=C(C=CC1F)[C@H]1CN2[C@H](CO1)CN(CC2)C(=O)C2=C(C(=CC=C2)C=2C(=NNC2)F)Cl